C(C1=CC=CC=C1)OC(NC1[C@@H](CN(CC1)CC1CC1)C(NC1(CC1)C1=NC=CC=N1)=O)=O |r| racemic-[(3R,4x)-1-cyclopropylmethyl-3-(1-pyrimidin-2-yl-cyclopropylcarbamoyl)-piperidin-4-yl]-carbamic acid benzyl ester